2-amino-6-borono-2-((1-(2,4-dichlorophenethyl)azetidin-3-yl)methyl)hexanoic acid NC(C(=O)O)(CCCCB(O)O)CC1CN(C1)CCC1=C(C=C(C=C1)Cl)Cl